[O-2].[Zn+2].[Sn+4].[Ga+3] gallium-tin-zinc oxide